ClC=1C=C(OCC(=O)O)C=C(C1CC1=C(C(=C(C=C1)O)CC1=CC=C(C=C1)F)F)Cl 2-(3,5-dichloro-4-(2-fluoro-3-(4-fluorophenylmethyl)-4-hydroxybenzyl)phenoxy)acetic acid